ClC=1C=CC(=C(C1)C=1C(=CN=NC1)C(=O)NC=1SC(=NN1)OCC12CCC(CC1)(CC2)F)OC 5-(5-chloro-2-methoxyphenyl)-N-(5-((4-fluorobicyclo(2.2.2)octan-1-yl)methoxy)-1,3,4-thiadiazol-2-yl)pyridazine-4-carboxamide